FC=1C=CC(=NC1O)C1=NN=C(S1)CN1C2(CC2)C(N(C1=O)CC(F)(F)F)=O 4-((5-(5-fluoro-6-hydroxypyridin-2-yl)-1,3,4-thiadiazol-2-yl)methyl)-6-(2,2,2-trifluoroethyl)-4,6-diazaspiro[2.4]heptane-5,7-dione